C(C)(C)(C)OC(=O)N1CCC(CC1)C1=C(C=CC=C1)Br 4-(2-bromophenyl)piperidine-1-carboxylic acid tert-butyl ester